C(C1=CC=CC=C1)NC(=O)C=1C=CC=C2C(=C(N3C(C12)=NC=N3)C(=O)OC)O Methyl 10-(benzylcarbamoyl)-6-hydroxy-[1,2,4]triazolo[5,1-a]isoquinoline-5-carboxylate